N,N'-bis(2,6-diethyl-4-methylphenyl)-5-phenyl-acenaphthene-1,2-diimine C(C)C1=C(C(=CC(=C1)C)CC)N=C1C(C2=CC=C(C3=CC=CC1=C23)C2=CC=CC=C2)=NC2=C(C=C(C=C2CC)C)CC